4-(3-methyl-4-(7-nitro-9,9-dipropyl-9H-fluorene-2-carbonyl)phenyl)-3,4-dihydrocyclopenta[b]indol-1(2H)-one CC=1C=C(C=CC1C(=O)C1=CC=2C(C3=CC(=CC=C3C2C=C1)[N+](=O)[O-])(CCC)CCC)N1C2=C(C=3C=CC=CC13)C(CC2)=O